ClC1=C(C=2C(C3=C(C=C(C=C3CC2C=C1O)C)O)=O)O 2-chloro-1,3,8-trihydroxy-6-methylanthrone